2-hydroxy-3(2H)-furanone OC1OC=CC1=O